4-amino-8-[3-fluoro-6-(hydroxymethyl)-2-pyridinyl]-2-oxo-N-propyl-1H-quinoline-3-carboxamide NC1=C(C(NC2=C(C=CC=C12)C1=NC(=CC=C1F)CO)=O)C(=O)NCCC